C(C1=CC=CC=C1)OC1=CC=C2C(=CNC2=C1)Br 6-(benzyloxy)-3-bromo-1H-indole